CN1N=CC(=C1)S(=O)(=O)NCC1=NN(C2=CC=CC=C12)C1=CC=C(C=C1)C(F)(F)F 1-methyl-N-((1-(4-(trifluoromethyl)phenyl)-1H-indazol-3-yl)methyl)-1H-pyrazole-4-sulfonamide